tert-butyl 3-bromo-7-methyl-1H-indazole-1-carboxylate BrC1=NN(C2=C(C=CC=C12)C)C(=O)OC(C)(C)C